C(C1=CC=CC=C1)OC1=C(C(=CC(=C1)C1CC1)C)C1=CC=C2C(=N1)N=C(O2)N[C@H]2CN(CCC2)C 5-(2-Benzyloxy-4-cyclopropyl-6-methyl-phenyl)-N-[(3R)-1-methyl-3-piperidyl]oxazolo-[4,5-b]pyridin-2-amine